n-dodecyl-ammonium iodide [I-].C(CCCCCCCCCCC)[NH3+]